BrC1=CC(=C(OC2=NC=CC(=N2)C)C(=C1)F)F 2-(4-Bromo-2,6-difluorophenoxy)-4-methylpyrimidine